1-(2-bromo-4-(3-ethyl-4-((4-fluorobenzyl)amino)-1-methyl-1H-pyrazolo[3,4-d]pyrimidin-6-yl)phenyl)ethan-1-ol BrC1=C(C=CC(=C1)C1=NC(=C2C(=N1)N(N=C2CC)C)NCC2=CC=C(C=C2)F)C(C)O